ethyl 1-(4-ethoxy-4-oxobutyl)-3-(methoxymethyl)-1H-pyrazole-5-carboxylate C(C)OC(CCCN1N=C(C=C1C(=O)OCC)COC)=O